C(C)(C)(C)OC(=O)NC1CC(C1)C(=O)OCC=O 2-oxoethyl 3-((tert-butoxycarbonyl)amino)cyclobutane-1-carboxylate